C1(=CC=C(C=C1)[C@@H](CC=1N=CNC(C1O)=O)NS(=O)(=O)C)C1=CC=CC=C1 (R)-N-(1-([1,1'-biphenyl]-4-yl)-2-(5-hydroxy-6-oxo-1,6-dihydropyrimidin-4-yl)ethyl)methanesulfonamide